ethyl 6,8-dichloro caprylate CCOC(=O)CCCCC(CCCl)Cl